tert-butyl 3-acetylpyrrolidine-1-carboxylate C(C)(=O)C1CN(CC1)C(=O)OC(C)(C)C